NC=1C(=NC(=CC1)OC)CCN(C(CC)C1=C(C=CC(=C1)F)NC1=C(C(=O)O)C=C(C(=C1)C(F)(F)F)F)C(=O)OC(C)(C)C 2-((2-(1-((2-(3-Amino-6-methoxypyridin-2-yl)ethyl)(tert-butoxycarbonyl)-amino)propyl)-4-fluorophenyl)amino)-5-fluoro-4-(trifluoromethyl)benzoic acid